O=C1N(C(C2=CC=CC=C12)=O)N(C(C1=CC(=CC=C1)OC(F)(F)F)=O)C N-(1,3-dioxoisoindolin-2-yl)-N-methyl-3-(trifluoromethoxy)benzamide